5-(8-((1S,2S)-2-(4-(difluoromethyl)phenyl)cyclopropyl)imidazo[1,2-b]pyridazin-6-yl)pyrimidine-2,4(1H,3H)-dione FC(C1=CC=C(C=C1)[C@@H]1[C@H](C1)C=1C=2N(N=C(C1)C=1C(NC(NC1)=O)=O)C=CN2)F